tert-butyl (3S)-3-({2-methoxy-5-[3-(methylcarbamoyl)-1H-indazol-6-yl]pyridin-3-yl}-formamido)butanoate COC1=NC=C(C=C1C(=O)N[C@H](CC(=O)OC(C)(C)C)C)C1=CC=C2C(=NNC2=C1)C(NC)=O